C1(=CC=CC=C1)N1C2=CC=CC=C2C=2C=CC(=CC12)C1=NC(=CC(=C1)C#N)C1=CC=2N(C3=CC=CC=C3C2C=C1)C1=CC=CC=C1 2,6-bis(9-phenyl-9H-carbazol-2-yl)-4-cyanopyridine